CC1=C(C=C2C=C(N=CC2=C1)N)N1CCN(CC1)C1(COCC1)C 7-methyl-6-(4-(3-methyltetrahydrofuran-3-yl)piperazin-1-yl)isoquinolin-3-amine